6-((2-(pyridin-3-yl)ethyl)amino)-9H-purin N1=CC(=CC=C1)CCNC1=C2N=CNC2=NC=N1